(S)-N-((3S,4S)-4-(3-chlorophenyl)-1-(imidazo[1,5-a]pyridine-8-carbonyl)piperidin-3-yl)-3-methyl-2-(2,2,2-trifluoroacetamido)butanamide ClC=1C=C(C=CC1)[C@H]1[C@@H](CN(CC1)C(=O)C=1C=2N(C=CC1)C=NC2)NC([C@H](C(C)C)NC(C(F)(F)F)=O)=O